CSC1=NN2C(C(=N1)NCC1=NN=C(N1)C1=CC=C(C=C1)C(F)(F)F)=NC=C2C(F)(F)F 2-(Methylsulfanyl)-7-(trifluoromethyl)-N-({5-[4-(trifluoromethyl)phenyl]-4H-1,2,4-triazol-3-yl}methyl)imidazo[2,1-f][1,2,4]triazin-4-amine